2-(2-chloro-6-fluorophenyl)prop-1-en ClC1=C(C(=CC=C1)F)C(=C)C